C1(CCCCC1)N1CCOCC1 N-Cyclohexylmorpholine